NC=1N=C(SC1C(=O)C=1C=NC=CC1)N(C1=CC(=C(C=C1)F)F)C(C(=O)N)C (N-[4-amino-5-(pyridine-3-carbonyl)thiazol-2-yl]-3,4-difluoro-anilino)propionamide